N-Boc-N'-methyl-1,3-propanediamine C(=O)(OC(C)(C)C)NCCCNC